(S)-5-(8-(2,4-dichlorophenyl)-9-(4-((1-(3-fluoropropyl)pyrrolidin-3-yl)oxy)phenyl)-6,7-dihydro-5H-benzo[7]annulen-3-yl)isoxazol-3-ol ClC1=C(C=CC(=C1)Cl)C=1CCCC2=C(C1C1=CC=C(C=C1)O[C@@H]1CN(CC1)CCCF)C=CC(=C2)C2=CC(=NO2)O